CN1CCC(CC1)(O)C=1SC2=C(N1)C=C(C=C2)C2=NC[C@H](CC2)C (S)-1-methyl-4-(5-(5-methyl-3,4,5,6-tetrahydropyridin-2-yl)benzo[d]thiazol-2-yl)piperidin-4-ol